4-methyl-3-(2,4,7-trimethyl-1-oxooct-6-en-4-yl)benzonitrile CC1=C(C=C(C#N)C=C1)C(CC(C=O)C)(CC=C(C)C)C